CC(C(=O)C1=CC=CC=C1)C(C)=O 2-methyl-1-phenyl-1,3-butanedione